S1C2=C(C=C1)C(=CC=C2)N2CCN(CC2)CCCCOC2=CC=C1C=CC(N(C1=C2)C(=O)N(CCO)CCO)=O 7-(4-(4-(benzo[b]thiophen-4-yl)piperazin-1-yl)butoxy)-N,N-bis(2-hydroxyethyl)-2-oxoquinoline-1(2H)-carboxamide